ClC=1C=C(C=CC1F)C(NC(=O)[C@H]1NC(NC1)=O)C1=NC(=C(C=C1)F)OCC(F)(F)F (4S)-N-{((R)-3-chloro-4-fluorophenyl)[5-fluoro-6-(2,2,2-trifluoro-ethoxy)pyridin-2-yl]methyl}-2-oxoimidazolidine-4-carboxamide